9-methylbenzo[H]quinazoline-2-amine CC1=CC=2C(=CC=C3C=NC(=NC23)N)C=C1